2-({(1S)-1-[4-(hydroxymethyl)phenyl]ethyl}amino)-8-(2-methylpropyl)pyrido[2,3-d]pyrimidin-7(8H)-one OCC1=CC=C(C=C1)[C@H](C)NC=1N=CC2=C(N1)N(C(C=C2)=O)CC(C)C